(2R,6R)-4-(7-Cyanopyrazolo[1,5-a]pyridin-4-yl)-6-methyl-N-(5-methyl-5-azaspiro[2.4]heptane-7-yl)morpholine-2-carboxamide C(#N)C1=CC=C(C=2N1N=CC2)N2C[C@@H](O[C@@H](C2)C)C(=O)NC2CN(CC21CC1)C